C(C)OC1=CC=NC=C1C#CC1=C(C=CC=C1)NS(=O)(=O)C=1C(=CC=C2C=CC=NC12)C 4-Ethoxy-5-{2-[2-(7-methylchinolin-8-sulfonamido)phenyl]ethynyl}pyridin